BrCC1=C(N=NC=C1)C1C(NC(CC1)=O)=O 3-(4-(Bromomethyl)pyridazin-3-yl)piperidine-2,6-dione